BrC=1C=C2C=NN(C2=CC1)CCSC 5-bromo-1-(2-(methylthio)ethyl)-1H-indazole